OC1C(OC(=C(C1)O)C)=O 2,3-dihydro-3,5-dihydroxy-6-methyl-4H-pyrone